Cl.Cl.N=1N(N=CC1)C=1C=CC(=C(C1)O)C1=CN=C(N=N1)N1C[C@H](N([C@H](C1)C)C)C 5-(2H-1,2,3-triazol-2-yl)-2-{3-[(3r,5s)-3,4,5-trimethylpiperazin-1-yl]-1,2,4-triazin-6-yl}phenol dihydrochloride